((1-((1R)-1-(4-((2,2-difluorocyclopropyl)ethynyl)-3-fluorophenyl)ethyl)-6-methyl-2-oxo-1,2-dihydropyridin-4-yl)oxy)-N,N-dimethylacetamide FC1(C(C1)C#CC1=C(C=C(C=C1)[C@@H](C)N1C(C=C(C=C1C)OCC(=O)N(C)C)=O)F)F